[Si](C)(C)(C(C)(C)C)OCC(CCCC(C(=O)OC(C)(C)C)(C)C1=CC(=CC=C1)CCC(=O)OCC)(C)C tert-butyl 7-((tert-butyldimethylsilyl)oxy)-2-(3-(3-ethoxy-3-oxopropyl)phenyl)-2,6,6-trimethylheptanoate